4-methyldodec-3-en CC(=CCC)CCCCCCCC